C(#N)C1=C(C=C(C=C1)C#N)C(C)(C)C 1,4-dicyano-2-tert-butylbenzene